mono-oxalate monohydrate O.C(C(=O)O)(=O)O